N1C=CCC1 pyrrolin